C1(CC1)C=1C(=NOC1)C(=O)NC(C=1OC2=C(N1)C=C(C=C2)C(COC)N2C(NC(C2)C(F)(F)F)=O)C2CCC(CC2)(F)F 4-cyclopropyl-N-((4,4-difluorocyclohexyl)(5-(2-methoxy-1-(2-oxo-4-(trifluoromethyl)imidazolidin-1-yl)ethyl)benzo[d]oxazol-2-yl)methyl)isoxazole-3-carboxamide